N1CCC(CC1)NC=1C=CC=2N=CN=C(C2N1)N N6-(piperidin-4-yl)pyrido[3,2-d]pyrimidine-4,6-diamine